(R)-(2-((1-hydroxypropan-2-yl)amino)-8-((2-(trimethylsilyl)ethoxy)methyl)-5,6,7,8-tetrahydropyrimido[4',5':3,4]cyclohepta[1,2-b]indol-9-yl)dimethylphosphine oxide OC[C@@H](C)NC=1N=CC2=C(C3=C(N(C=4C(=CC=CC34)P(C)(C)=O)COCC[Si](C)(C)C)CCC2)N1